3,5-bis(2,6-dimethylphenyl)benzaldehyde CC1=C(C(=CC=C1)C)C=1C=C(C=O)C=C(C1)C1=C(C=CC=C1C)C